C(CCCCCCCCCCC)OCCCCCCCCCCCC lauryl (lauryl) ether